N1C2=C(OCC1)COC(=C2)C(=O)N 1,2,3,5-tetrahydropyrano[3,4-b][1,4]oxazine-7-carboxamide